CN1C2(CCCC1CCC2)NC(=O)C=2C=1C[C@@H]3[C@H](C1N(N2)C2=C(C=C(C=C2)F)F)C3 (1aR,5aR)-2-(2,4-Difluoro-phenyl)-1a,2,5,5a-tetrahydro-1H-2,3-diaza-cyclopropa[a]pentalene-4-carboxylic acid (9-methyl-9-aza-bicyclo[3.3.1]non-1-yl)-amide